ClC=1C=C(C=CC1)N1N=CC(=C1)\C=C/1\C(NC(S1)=O)=O (5Z)-5-[[1-(3-chlorophenyl)pyrazol-4-yl]methylene]thiazolidine-2,4-dione